5-(((4-(methylsulfonyl)phenyl)amino)methyl)thiophen CS(=O)(=O)C1=CC=C(C=C1)NCC1=CC=CS1